COC1=CC=C(C=C1)C=CC1=NC(=NC(=N1)C(Cl)(Cl)Cl)C(Cl)(Cl)Cl 2-(4-methoxyphenylvinyl)-4,6-bis(trichloromethyl)-1,3,5-triazine